Rhenium Cerium [Ce].[Re]